C1(CC1)CNC1=C2C(=NC=3C=C(C(=CC13)OC)OCCC(CCN(C)C)O)CCC2 1-({9-[(cyclopropylmethyl)amino]-7-methoxy-1H,2H,3H-cyclopenta[b]quinolin-6-yl}oxy)-5-(dimethylamino)pentan-3-ol